4,4,6,6-tetramethyl-2-(3,3,3-trifluoroprop-1-en-2-yl)-1,3,2-dioxaborinane CC1(OB(OC(C1)(C)C)C(=C)C(F)(F)F)C